BrC1=CC=2C(=C(C(NC2C2=C1C=CS2)=O)[N+]2=CC=CC=C2)C2=C1C=NNC1=C(C=C2)F 4-Bromo-6-(7-fluoro-1H-indazol-4-yl)-7-pyridin-1-ium-1-yl-9H-thieno[3,2-h]quinolin-8-one